rac-(4bR,7S,7aR)-7a-(4-bromophenyl)-4b-hydroxy-4-methoxy-7-phenyl-4b,6,7,7a-tetrahydro-5H-cyclopenta[4,5]furo[2,3-c]pyridine-5-carbaldehyde BrC1=CC=C(C=C1)[C@]12[C@](C3=C(C=NC=C3OC)O1)(C(C[C@H]2C2=CC=CC=C2)C=O)O |r|